ClC1=CC=C2C(=CNC2=C1OC1CC1)S(=O)(=O)NC1=NC=C(C(=N1)OC)CCC(F)F 6-chloro-7-(cyclopropyloxy)-N-[5-(3,3-difluoropropyl)-4-methoxy-pyrimidin-2-yl]-1H-indole-3-sulfonic acid amide